2,4-Di-tert-butyl-6-(4-(3-(tert-butyl)-5-(9-(5-(tert-butyl)-[1,1'-biphenyl]-2-yl)-9H-purin-8-yl)phenyl)-1-(5-(tert-butyl)-[1,1'-biphenyl]-2-yl)-1H-benzo[d]imidazol-2-yl)phenol C(C)(C)(C)C1=C(C(=CC(=C1)C(C)(C)C)C1=NC2=C(N1C1=C(C=C(C=C1)C(C)(C)C)C1=CC=CC=C1)C=CC=C2C2=CC(=CC(=C2)C=2N(C1=NC=NC=C1N2)C2=C(C=C(C=C2)C(C)(C)C)C2=CC=CC=C2)C(C)(C)C)O